FC(C=1C=C(NC2=C(C(=O)O)C=CC=C2)C=CC1)(F)F 2-[3-(trifluoromethyl)anilino]benzoic acid